Cl.FC(C1=CC=C(C=C1)C1=C2CCNCC2=CC(=C1)C=1SC=CN1)(F)F 2-(5-(4-(trifluoromethyl)phenyl)-1,2,3,4-tetrahydroisoquinolin-7-yl)thiazole hydrochloride